FC1(CC(C1)CN1N=CC(=C1)C1=C(N=C2N(N=CC(=C2)C)C1=O)C(F)(F)F)F 3-{1-[(3,3-difluorocyclobutyl)methyl]-1H-pyrazol-4-yl}-8-methyl-2-(trifluoromethyl)-4H-pyrimido[1,2-b]pyridazin-4-one